(E)-2-cyanoethyl (4-(dimethoxyphosphoryl)-2-(2-(2,4-dioxo-3,4-dihydropyrimidin-1(2H)-yl)acetamido)but-3-en-1-yl) diisopropylphosphoramidite C(C)(C)N(P(OCCC#N)OCC(C=CP(=O)(OC)OC)NC(CN1C(NC(C=C1)=O)=O)=O)C(C)C